2,2,2-Trifluoroethyl 2-oxo-2-[rac-(2R,5S)-5-methyl-2-(3-thienyl)-1-piperidyl]acetate O=C(C(=O)OCC(F)(F)F)N1[C@H](CC[C@@H](C1)C)C1=CSC=C1 |r|